C(N)(=O)C1=NN(C(=N1)C)C1=CC=C(CC2=CC=C(C=C2)C2=CC=C(C=C2)C(=O)N2C[C@@H](N(CC2)C(=O)OC(C)(C)C)C)C=C1 tert-butyl (S)-4-(4'-(4-(3-carbamoyl-5-methyl-1H-1,2,4-triazol-1-yl)benzyl)-[1,1'-biphenyl]-4-carbonyl)-2-methylpiperazine-1-carboxylate